bis(2,6-difluoro-3-(1H-pyrrole-yl)-phenyl)titanium (IV) FC1=C(C(=CC=C1N1C=CC=C1)F)[Ti+2]C1=C(C(=CC=C1F)N1C=CC=C1)F